ClC=1C=NC=C(C1[C@@H](C)OC=1C=C2C(=NNC2=CC1)C=1C=NC(=NC1)N1CCC2(CCC(N2C)=O)CC1)Cl 8-[5-[5-[(1R)-1-(3,5-dichloro-4-pyridyl)ethoxy]-1H-indazol-3-yl]pyrimidin-2-yl]-1-methyl-1,8-diazaspiro[4.5]decan-2-one